3-(tert-butyl)-1-(4-fluorobenzyl)-1H-pyrazol C(C)(C)(C)C1=NN(C=C1)CC1=CC=C(C=C1)F